5-isopropyl-1H-pyrazole-3-carboxylic acid C(C)(C)C1=CC(=NN1)C(=O)O